1-(4-methylbenzene-1-sulfonyl)-1H-indole-3-sulfonyl chloride CC1=CC=C(C=C1)S(=O)(=O)N1C=C(C2=CC=CC=C12)S(=O)(=O)Cl